(8-benzyl-2-oxa-5,8-diazaspiro[3.4]oct-5-yl)-2-methylprop-2-en-1-one C(C1=CC=CC=C1)N1CCN(C12COC2)C(C(=C)C)=O